Cl.C1(=CC=CC=C1)NCCCCCCC1=CC=C(C=C1)NC(=O)N1CCNCC1 N-(4-(6-(phenylamino)hexyl)phenyl)piperazine-1-carboxamide hydrogen chloride